C(C)(C)(C)OC(=O)N1CCC(=CC1)C1=CC2=CNN=C2C(=C1)F.NC1=NC(=NC=2N1N=C(N2)C=2OC=CC2)NCCC2=CC=C(C=C2)NC(C(C)(C)C)=O N-(4-(2-((7-amino-2-(furan-2-yl)-[1,2,4]triazolo[1,5-a][1,3,5]triazin-5-yl)amino)ethyl)-phenyl)pivalamide tert-butyl-4-(7-fluoro-2H-indazol-5-yl)-3,6-dihydro-2H-pyridine-1-carboxylate